2-((2-bromo-3-methoxyphenoxy)methyl)cyclopropane-1-carboxylic acid BrC1=C(OCC2C(C2)C(=O)O)C=CC=C1OC